5-bromo-1-(2,6-dimethylbenzyl)-1H-pyrazole-3-carboxylic acid methyl ester COC(=O)C1=NN(C(=C1)Br)CC1=C(C=CC=C1C)C